FC(S(=O)(=O)C1=CC=2N(C=N1)C=C(N2)C2=C(C=C(C=N2)C(C#N)(C)C)S(=O)(=O)CC)F 2-[6-[7-(difluoromethylsulfonyl)imidazo[1,2-c]pyrimidin-2-yl]-5-ethylsulfonyl-3-pyridyl]-2-methyl-propanenitrile